O1CCN(CC1)CC1=CC=C(/C=C/C2=NNC3=CC(=CC=C23)\C=C/2\C(NCC2C2=CC=CC=C2)=O)C=C1 (E)-3-((3-((E)-4-(morpholinomethyl)styryl)-1H-indazol-6-yl)methylene)-4-phenylpyrrolidin-2-one